(2S)-1-(2,2-dichloroacetyl)-pyrrolidine-2-carboxamide ClC(C(=O)N1[C@@H](CCC1)C(=O)N)Cl